The molecule is a monocarboxylic acid anion resulting from the deprotonation of the carboxy group of 8(R)-HPODE. The major species at pH 7.3. It is a monocarboxylic acid anion and a HPODE(1-). It is a conjugate base of an 8(R)-HPODE. CCCCC/C=C\\C/C=C\\[C@@H](CCCCCCC(=O)[O-])OO